methyl (S)-3-(4-chlorophenyl)-2-(methylamino)propanoate hydrochloride Cl.ClC1=CC=C(C=C1)C[C@@H](C(=O)OC)NC